C1(CC1)C1=NC(=NC(=C1C=1N=CC2=C(N1)C=CN2)OC)C 2-(4-cyclopropyl-6-methoxy-2-methylpyrimidin-5-yl)-5H-pyrrolo[3,2-d]pyrimidine